Ethyl triazine-6-carboxylate N1=NN=CC=C1C(=O)OCC